1-(5-carboxypentyl)-3-(1-naphthyl)urea C(=O)(O)CCCCCNC(=O)NC1=CC=CC2=CC=CC=C12